OCCCOC=1C=C2C=CC(OC2=CC1)=O 6-(3-hydroxypropyloxy)coumarin